(3S)-N-t-butoxycarbonyl-3-hydroxy-4-piperidone C(C)(C)(C)OC(=O)N1C[C@@H](C(CC1)=O)O